2-(3-carboxyphenyl)-6-carboxybenzimidazole C(=O)(O)C=1C=C(C=CC1)C=1NC2=C(N1)C=C(C=C2)C(=O)O